3-((S)-3-((R)-8-(4-benzyl-pyrimidin-2-yl)-1-oxa-8-azaspiro[4.5]dec-3-ylamino)-2-hydroxypropoxy)-N-methylbenzenesulfonamide C(C1=CC=CC=C1)C1=NC(=NC=C1)N1CCC2(C[C@H](CO2)NC[C@@H](COC=2C=C(C=CC2)S(=O)(=O)NC)O)CC1